ClC=1C=C(C(=O)NC2=NNC(=C2)C=2N=C3N(C=CC=C3)C2)C=CC1OC 3-chloro-N-(5-imidazo[1,2-a]pyridin-2-yl-1H-pyrazol-3-yl)-4-methoxy-benzamide